NC1=NC=2C=C(C=CC2C2=C1N=C(N2CC(C)(O)C)C(C)CCC)CC2=CC(=CC=C2)CCCN 1-(4-amino-7-(3-(3-aminopropyl)benzyl)-2-(pentan-2-yl)-1H-imidazo[4,5-c]quinolin-1-yl)-2-methylpropan-2-ol